C(C(C)C)C=1C=C2C=CN=C(C2=CC1)C1=C(C2=CC=CC=C2C=C1)C(C)(C)O 2-(2-(6-isobutylisoquinolin-1-yl)naphthalen-1-yl)propan-2-ol